3-((tert-butyldiphenylsilyl)oxy)cyclobutanecarboxaldehyde [Si](C1=CC=CC=C1)(C1=CC=CC=C1)(C(C)(C)C)OC1CC(C1)C=O